methyl 5-bromo-1-cyclopropyl-1H-pyrazolo[3,4-c]pyridine-3-carboxylate BrC=1C=C2C(=CN1)N(N=C2C(=O)OC)C2CC2